ClC1=C(C=CC=C1C1=NC=CC(=C1Cl)C1=NC(=C(C=C1)CNC[C@H](C)O)OC)NC1=NC=CC(=C1F)CNC1CCN(CC1)C(C)=O (S)-1-(4-(((2-((2-chloro-3-(3'-chloro-5-(((2-hydroxypropyl)amino)methyl)-6-methoxy-[2,4'-bipyridin]-2'-yl)phenyl)amino)-3-fluoropyridin-4-yl)methyl)amino)piperidin-1-yl)ethan-1-one